OC[C@H](CC1=CC=CC=C1)NC(C(=O)NC1=CC=C(C=C1)C(=O)C=1N(C=CN1)C)=O ((S)-N1-(1-hydroxy-3-phenylpropan-2-yl)-N2-(4-(1-methyl-1H-imidazole-2-carbonyl)phenyl)oxalamide)